COC=1C=C2CCN(CC2=CC1NC1=NC2=CC(=CC=C2C=N1)C=1C=C2C(=NC1)NC(N2)=O)C 6-{2-[(6-methoxy-2-methyl-1,2,3,4-tetrahydroisoquinolin-7-yl)amino]quinazolin-7-yl}-1,3-dihydro-2H-imidazo[4,5-b]pyridin-2-one